(1S,2S) or (1R,2R)-2-(4-(6-chloro-2-((1-cyclopropyl-5-methyl-1H-pyrazol-4-yl)amino)quinazolin-7-yl)piperidin-1-yl)-2-methylcyclopentan-1-ol ClC=1C=C2C=NC(=NC2=CC1C1CCN(CC1)[C@@]1([C@H](CCC1)O)C)NC=1C=NN(C1C)C1CC1 |o1:17,18|